(3R,3aR,8bS)-3-acetamido-N-(4-(chlorodifluoromethoxy)phenyl)-4-neopentyl-5-(1H-pyrazol-5-yl)-1,2,3,3a,4,8b-hexahydrocyclopenta[b]indole-7-carboxamide C(C)(=O)N[C@@H]1CC[C@@H]2[C@H]1N(C=1C(=CC(=CC21)C(=O)NC2=CC=C(C=C2)OC(F)(F)Cl)C2=CC=NN2)CC(C)(C)C